5-amino-3-(2-dimethylaminoethyl)indole NC=1C=C2C(=CNC2=CC1)CCN(C)C